CN(C1(CCC2(CN(C(N2)=O)C=2C=NC(=NC2)NCC(=O)N)CC1)C1=CC=CC=C1)C cis-2-[[5-(8-dimethylamino-2-oxo-8-phenyl-1,3-diazaspiro[4.5]decan-3-yl)-pyrimidin-2-yl]amino]-acetamide